2,6-dibenzyloxy-3-[(1-phenyl-4-piperidinyl)oxy]pyridine C(C1=CC=CC=C1)OC1=NC(=CC=C1OC1CCN(CC1)C1=CC=CC=C1)OCC1=CC=CC=C1